(R)-1-(1-acryloylpyrrolidin-3-yl)-3-(3-fluoro-4-phenoxyphenyl)-1,3-dihydro-2H-imidazo[4,5-c]pyridin-2-one C(C=C)(=O)N1C[C@@H](CC1)N1C(N(C=2C=NC=CC21)C2=CC(=C(C=C2)OC2=CC=CC=C2)F)=O